CN(C(=O)NCC=1N=NN(C1)[C@H](C(=O)N1[C@@H](C[C@H](C1)O)C(=O)NC)C(C)(C)C)C (2S,4R)-1-[(2S)-2-[4-[(dimethylcarbamoylamino)methyl]triazol-1-yl]-3,3-dimethyl-butanoyl]-4-hydroxy-N-methyl-pyrrolidine-2-carboxamide